C(C1=CC=CC=C1)OC([C@@H](N(C(=O)OC(C)(C)C)CC1=CC=CC=C1)CCOC1OCCCC1)=O N-Bocbenzyl-O-(tetrahydropyran-2-yl)-homoserine benzyl ester